ClC=1C(=NC=CC1C1=C(C(=CC=C1)NC(C1=NC=C(C=C1)CO)=O)Cl)C1=CC(=C(CN(C(OC(C)(C)C)=O)C[C@H]2NC(CC2)=O)C=C1)OC tert-Butyl (S)-(4-(3-chloro-4-(2-chloro-3-(5-(hydroxymethyl)picolinamido)phenyl)pyridin-2-yl)-2-methoxybenzyl)((5-oxopyrrolidin-2-yl)methyl)carbamate